N-(2,3-bis(isobutyryloxy)-5-chlorobenzylidene)-4-((diethylamino)meth-yl)benzenamine C(C(C)C)(=O)OC1=C(C=NC2=CC=C(C=C2)CN(CC)CC)C=C(C=C1OC(C(C)C)=O)Cl